C1(CC1)C=1C=NC(=NC1)C=1C=NC(=C(C1)S(=O)(=O)CC)C=1C=C2N(C=C(C=C2N1)C(F)(F)F)CC 5-cyclopropyl-2-[5-(ethanesulfonyl)-6-[4-ethyl-6-(trifluoromethyl)pyrrolo[3,2-b]pyridin-2-yl]pyridin-3-yl]pyrimidine